tert-butyl 4-(3-(3-fluoro-2-hydroxyphenyl)-5,6,7,8,9,10-hexahydropyridazino[4',3':4,5]pyrrolo[2,3-d]azepine-7-carbonyl)-3,3-dimethylpiperazine-1-carboxylate FC=1C(=C(C=CC1)C1=CC2=C(NC=3CCN(CCC32)C(=O)N3C(CN(CC3)C(=O)OC(C)(C)C)(C)C)N=N1)O